((1S,3S)-1-(4-(((3R,5R,7R)-adamantan-1-yl)amino)phenyl)-3-butyl-6-methoxy-3,4-dihydroisoquinolin-2(1H)-yl)(2-((trimethylsilyl)ethynyl)thiazol-4-yl)methanone C12(CC3CC(CC(C1)C3)C2)NC2=CC=C(C=C2)[C@@H]2N([C@H](CC3=CC(=CC=C23)OC)CCCC)C(=O)C=2N=C(SC2)C#C[Si](C)(C)C